ClC=1C(=NC=CC1)C(C)(C)NC1=NC=C(C=N1)C=1SC=C(N1)C(=O)N 2-(2-{[1-(3-chloro(2-pyridyl))-isopropyl]amino}pyrimidin-5-yl)-1,3-thiazole-4-carboxamide